4-Chloro-5-methyl-2-(1-methyl-1H-imidazol-4-yl)-6-(1-methyl-1H-pyrazol-3-yl)pyrrolo[2,1-f][1,2,4]triazine ClC1=NC(=NN2C1=C(C(=C2)C2=NN(C=C2)C)C)C=2N=CN(C2)C